(R)-2-(5-methyl-1,2-oxazol-3-yl)but-3-yn-2-ol 2-hexyldecyl-8-[N-decyl-4-(dimethylamino)butanamido]-octadecenoate C(CCCCC)C(CC(C(=O)O[C@](C)(C#C)C1=NOC(=C1)C)=CCCCCC(CCCCCCCCCC)N(C(CCCN(C)C)=O)CCCCCCCCCC)CCCCCCCC